ClC=1C=C(CC2=CC(=NC=C2)NC(=O)C2=NN(C(CC2)=O)C)C=CC1 N-(4-(3-chlorobenzyl)pyridin-2-yl)-1-methyl-6-oxo-1,4,5,6-tetrahydropyridazine-3-carboxamide